CC1=C(C=C(C(=O)NC2=CC=C(C=C2)C2CCN(CC2)COC(OC(C)C)=O)C=C1)NC1=NC=CC(=N1)C=1C=NC=CC1 Carbonic acid isopropyl ester 4-{4-[4-methyl-3-(4-pyridin-3-yl-pyrimidin-2-ylamino)-benzoylamino]-phenyl}-piperidin-1-ylmethyl ester